tert-butyl (R)-3-(6-(3-Methyl-1H-pyrrolo[2,3-b]pyridin-5-yl)-2-(2-oxa-6-azaspiro[3.3]heptane-6-Carbonyl)-1,2,3,4-tetrahydroisoquinolin-8-yl)morpholine-4-carboxylate CC1=CNC2=NC=C(C=C21)C=2C=C1CCN(CC1=C(C2)[C@H]2N(CCOC2)C(=O)OC(C)(C)C)C(=O)N2CC1(COC1)C2